C(C)O[P-](OCC)(OCC)(OCC)(OCC)OCC.[H+] hexaethoxyphosphoric acid